l-β-D-ribofuranosyl-5-nitroindole [C@@H]1([C@H](O)[C@H](O)[C@H](O1)CO)C=1NC2=CC=C(C=C2C1)[N+](=O)[O-]